C[C@H]1[C@H]([C@H]([C@@H]([C@@H](O1)O[C@@H]2[C@H]([C@H]([C@H](O[C@H]2O[C@@H]3[C@H]([C@H](O[C@@H]([C@@H]3O)CO)O)NC(=O)C)CO)O)O)O)O)O The molecule is an amino trisaccharide consisting of alpha-L-fucopyranose, beta-D-galactopyranose and N-acetyl-alpha-D-galactopyranosamine residues joined in sequence with a (1->2)- and a (1->3)-linkage, respectively. It has a role as an epitope. It is an amino trisaccharide and a galactosamine oligosaccharide.